ClC=1C(=CC2=C(OCCC3=C2SC=C3)C1)C(=O)NC1=CC=C(CNC(OC(C)(C)C)=O)C=C1 tertbutyl (4-(8-chloro-4,5-dihydrobenzo[b]thieno[2,3-d]oxepine-9-carboxamido)benzyl)carbamate